2-(1-(Pent-4-en-1-yl)-1,2,3,4-tetrahydronaphthalen-1-yl)malononitrile C(CCC=C)C1(CCCC2=CC=CC=C12)C(C#N)C#N